C(C)(C)(C)NC(=O)NC1=NC2=NC(=CC=C2C=C1C1=C(C=CC=C1)OC)NCCCCC 1-(tert-butyl)-3-(3-(2-methoxyphenyl)-7-(pentylamino)-1,8-naphthyridin-2-yl)urea